1-Ethyl-3-(3-dimethylaminopropyl)-carbodiimide HCl Cl.C(C)N=C=NCCCN(C)C